NCC=1C=C(SC1)CNC(=O)[C@H]1N(CCC1)C(CNC(C1=CC=C(C=C1)OC1=CC=CC=C1)=O)=O (S)-N-((4-(aminomethyl)thiophen-2-yl)methyl)-1-((4-phenoxybenzoyl)glycyl)pyrrolidine-2-carboxamide